C(C)C1(C(=NC2=C(C=C(C=C12)B1OC(C(O1)(C)C)(C)C)F)C)CC 3,3-Diethyl-7-fluoro-2-methyl-5-(4,4,5,5-tetramethyl-1,3,2-dioxaborolan-2-yl)-3H-indole